CN(C=1C=C(C=CC1CN1CCNCC1)C=1C=C(C(N(C1)C)=O)C)C 5-(3-Dimethylamino-4-piperazin-1-ylmethyl-phenyl)-1,3-dimethyl-1H-pyridin-2-one